tert-Butyl N-(4-((((2-acetyl-9-((tert-butoxycarbonyl)oxy)naphtho-[2,3-b]furan-4-yl)oxy)carbonyl)oxy)butyl)-N-(tert-butoxycarbonyl)-glycinate C(C)(=O)C1=CC2=C(O1)C(=C1C=CC=CC1=C2OC(=O)OCCCCN(CC(=O)OC(C)(C)C)C(=O)OC(C)(C)C)OC(=O)OC(C)(C)C